ClCC=1N=C(OC1)[C@@]1(C[C@H](CC1)NS(=O)(=O)C)CC1=CC(=CC=C1)C1=NC(=CC=C1)O N-((1S,3R)-3-(4-(chloromethyl)oxazol-2-yl)-3-(3-(6-hydroxypyridin-2-yl)benzyl)cyclopentyl)methanesulfonamide